γ-glycidoxy-propyltriethoxysilane C(C1CO1)OCCC[Si](OCC)(OCC)OCC